glucosamine sulfate sodium chloride salt [Cl-].[Na+].S(=O)(=O)(O)O.OC1[C@H](N)[C@@H](O)[C@H](O)[C@H](O1)CO